N(C(=N)N)CCCCNC(C)=O N-(4-guanidinobutyl)acetamide